tert-butyl 2-((3-(4-cyclobutylbenzyl)-1,2,4-oxadiazol-5-yl)methyl)acrylate C1(CCC1)C1=CC=C(CC2=NOC(=N2)CC(C(=O)OC(C)(C)C)=C)C=C1